C(C)N(C(OC(C)(C)C)=O)[C@H]1C[C@H](NCC1)C1=CC=CC=C1 tert-butyl ethyl((2S,4R)-2-phenylpiperidin-4-yl)carbamate